BrC1=C(C=C(C=C1CO)NC(OC(C)(C)C)=O)OCCO[Si](C)(C)C(C)(C)C tert-butyl N-[4-bromo-3-[2-[tert-butyl(dimethyl)silyl]oxyethoxy]-5-(hydroxymethyl)phenyl]carbamate